tert-butyl 1-(3-bromo-5-fluoropyridin-4-yl)piperidine-4-carboxylate BrC=1C=NC=C(C1N1CCC(CC1)C(=O)OC(C)(C)C)F